tert-Butyl 4-(3-amino-2-chlorophenyl)-3,6-dihydropyridine-1(2H)-carboxylate NC=1C(=C(C=CC1)C=1CCN(CC1)C(=O)OC(C)(C)C)Cl